FC(COC1=CC2=C(N(N=C2C=C1)C)C(=O)NC(C(=O)N)(CO)C)F 2-{[5-(2,2-difluoroethoxy)-2-methyl-2H-indazol-3-yl]formamido}-3-hydroxy-2-methylpropanamide